4-(2-hydroxy-2-methylpropoxy)benzyl (2,4-difluorobenzyl)(1-methylpiperidin-4-yl)carbamate FC1=C(CN(C(OCC2=CC=C(C=C2)OCC(C)(C)O)=O)C2CCN(CC2)C)C=CC(=C1)F